NC1=CC=C(C=C1)C1(C=CC=C2C=C3C=CC=CC3=C12)C1=CC=C(C=C1)N 4,4-bis(4-aminophenyl)fluorene